2-(3-{[5-chloro-1-(difluoromethyl)-1H-pyrazol-4-yl]amino}-1-methyl-1H-indazol-6-yl)propan-2-ol ClC1=C(C=NN1C(F)F)NC1=NN(C2=CC(=CC=C12)C(C)(C)O)C